FC1([C@@H](N(C[C@H](C1)C)C(C(=O)NC=1C=C(C=NC1)C(=O)N)=O)C1=CC=C(C=C1)F)F 5-[[2-[(2S,5S)-3,3-difluoro-2-(4-fluorophenyl)-5-methyl-1-piperidyl]-2-oxo-acetyl]amino]pyridine-3-carboxamide